BrC1=CC=C2C(=NC(=NC2=C1F)Cl)N1C[C@@](CCC1)(O)C (3R)-1-(7-bromo-2-chloro-8-fluoro-quinazolin-4-yl)-3-methyl-piperidin-3-ol